5-[1-(2-fluoro-6-methyl-phenyl)-piperidin-4-yl]-2-[2H3]Methyl-7-(2-trifluoromethyl-benzyl)-2,4,5,7-tetrahydro-pyrazolo[3,4-d]Pyrimidin-6-one FC1=C(C(=CC=C1)C)N1CCC(CC1)N1C(N(C=2C(C1)=CN(N2)C([2H])([2H])[2H])CC2=C(C=CC=C2)C(F)(F)F)=O